BrC=1C=C2C3=C(NC2=CC1)C(CCCC3)NCCCN N1-(2-Bromo-5,6,7,8,9,10-hexahydrocyclohepta[b]indol-6-yl)propane-1,3-diamine